N-(5-(4-chloro-2-(3-(1-oxo-2,8-diazaspiro[4.5]decane-8-carbonyl)phenyl)-1H-pyrrolo[2,3-b]pyridin-3-yl)-2-methylphenyl)acrylamide ClC1=C2C(=NC=C1)NC(=C2C=2C=CC(=C(C2)NC(C=C)=O)C)C2=CC(=CC=C2)C(=O)N2CCC1(CCNC1=O)CC2